(2r,3s,5r)-2-((((1r,3r,6s)-6-(5-fluoropyrimidin-2-yl)bicyclo[4.1.0]hept-3-yl)oxy)methyl)-5-methyl-3-((1-methylethyl)sulphonamido)pyrrolidine-1-carboxylic acid methyl ester COC(=O)N1[C@H]([C@H](C[C@H]1C)NS(=O)(=O)C(C)C)CO[C@H]1C[C@H]2C[C@]2(CC1)C1=NC=C(C=N1)F